ClC(CC(C)(C)C)Cl 1,1-dichloro-3,3-dimethylbutane